1-(2-chlorophenyl)-7-cyclopropyl-4-((3-methoxypropyl)amino)quinazolin-2(1H)-one ClC1=C(C=CC=C1)N1C(N=C(C2=CC=C(C=C12)C1CC1)NCCCOC)=O